3-(2-{(S)-(4,4-Difluorocyclohexyl)[(4-methyl-1,2,5-oxadiazole-3-carbonyl)-amino]methyl}-4-fluoro-1H-benzimidazol-5-yl)pyrrolidine-3-carboxylic acid tert-butyl ester C(C)(C)(C)OC(=O)C1(CNCC1)C1=C(C2=C(NC(=N2)[C@@H](NC(=O)C2=NON=C2C)C2CCC(CC2)(F)F)C=C1)F